NC1CCN(CC1)C=1C(=CN=C2C=CC(=NC12)C=1C(=C(C#N)C=C(C1)F)O)C1=CC(=CC(=C1)C)Cl 3-[8-(4-aminopiperidin-1-yl)-7-(3-chloro-5-methylphenyl)-1,5-naphthyridin-2-yl]-5-fluoro-2-hydroxybenzonitrile